tert-butyl (R)-(3-(trifluoromethyl)-5,6,7,8-tetrahydro-1,6-naphthyridin-8-yl)carbamate FC(C=1C=NC=2[C@@H](CNCC2C1)NC(OC(C)(C)C)=O)(F)F